4-chloro-N-[4-methoxy-3-(4-methyl-1H-imidazol-1-yl)phenyl]benzeneacetamide ClC1=CC=C(C=C1)CC(=O)NC1=CC(=C(C=C1)OC)N1C=NC(=C1)C